{2,6-Dimethyl-4-[(4-trifluoromethylphenylamino)-methyl]-phenyl}-carbamic acid 2-methoxyethyl ester COCCOC(NC1=C(C=C(C=C1C)CNC1=CC=C(C=C1)C(F)(F)F)C)=O